C(CCC)[N+]1(CCCCC1)CCCC 1,1-dibutylpiperidinium